4-(4-(4-fluorophenyl)pyrimidin-2-yl)-3-methyl-N-(4-methyl-1-azabicyclo[3.2.2]non-4-yl)piperazine-1-carboxamide FC1=CC=C(C=C1)C1=NC(=NC=C1)N1C(CN(CC1)C(=O)NC1(CCN2CCC1CC2)C)C